FC1=NNC2=C(C(=CC=C12)\C=C(\C(=O)NC=1C(=NC(=CC1C)OC)C)/F)F (Z)-3-(3,7-difluoro-1H-indazol-6-yl)-2-fluoro-N-(6-methoxy-2,4-dimethylpyridin-3-yl)acrylamide